CO[Si](COCC)(C)OC dimethoxy(methyl)(ethoxymethyl)silane